OCCNCC=1C=C(C(N(C1)C)=O)C(=O)NC=1C(=C(C=CC1)C1=CC=CC=C1)C 5-{[(2-hydroxyethyl)amino]methyl}-1-methyl-N-(2-methylbiphenyl-3-yl)-2-oxo-1,2-dihydropyridine-3-carboxamide